6-fluoro-1,8-dimethyl-4-carbonyl-1,4-dihydroquinoline-2-carbaldehyde FC=1C=C2C(C=C(N(C2=C(C1)C)C)C=O)=C=O